BrC1=C2C=C(N(C(C2=CC(=C1)C)=O)C)Cl 5-bromo-3-chloro-2,7-dimethylisoquinolin-1(2H)-one